methyl 5-bromo-2-(tetrahydro-2H-pyran-4-yl)benzoate BrC=1C=CC(=C(C(=O)OC)C1)C1CCOCC1